C(C)OC(=O)C1CC(N(CC1)S(=O)(=O)C)O 2-hydroxy-1-(methylsulfonyl)piperidine-4-carboxylic acid ethyl ester